O=C1N(C(C=C1)=O)CCCCCC(=O)NC=1C=CC=C(C(=O)O)C1 5-(6-(2,5-dioxo-2,5-dihydro-1H-pyrrol-1-yl)hexanamido)benzoic acid